The molecule is a purine ribonucleoside 5'-monophosphate having hypoxanthine as the nucleobase. It has a role as a human metabolite, an Escherichia coli metabolite and a mouse metabolite. It is a purine ribonucleoside 5'-monophosphate and an inosine phosphate. It is a conjugate acid of an IMP(2-). C1=NC2=C(C(=O)N1)N=CN2[C@H]3[C@@H]([C@@H]([C@H](O3)COP(=O)(O)O)O)O